C(C1=CC=CC=C1)N1C(=NC2=C(C1=O)CN(CC2)C(=O)OCC2=CC=CC=C2)NCCCO benzyl 3-benzyl-2-((3-hydroxypropyl) amino)-4-oxo-3,5,7,8-tetrahydropyrido[4,3-d]pyrimidine-6(4H)-carboxylate